N-(5-(4-(trifluoromethyl)phenyl)-1,2,4-oxadiazol-3-yl)-4-((trifluoromethyl)thio)benzamide FC(C1=CC=C(C=C1)C1=NC(=NO1)NC(C1=CC=C(C=C1)SC(F)(F)F)=O)(F)F